2-amino-N-isopropyl-5-(2-methyl-4-(2-(quinolin-6-yl)acetamido)phenyl)nicotinamide NC1=C(C(=O)NC(C)C)C=C(C=N1)C1=C(C=C(C=C1)NC(CC=1C=C2C=CC=NC2=CC1)=O)C